C(#N)C1=CC=2N(N=C1)C(=CC2)C2=CC(=C(C=N2)C2=NN=C(S2)N2CC1CCC(C2)N1C(=O)OC(C)(C)C)NC1CCC1 tert-butyl 3-[5-(6-{3-cyanopyrrolo[1,2-b]pyridazin-7-yl}-4-(cyclobutylamino)-pyridin-3-yl)-1,3,4-thiadiazol-2-yl]-3,8-diazabicyclo[3.2.1]octane-8-carboxylate